BrC1=CN(C=C1)C(C(C)(C)C)=O 1-(3-bromo-1H-pyrrol-1-yl)-2,2-dimethylpropan-1-one